tert-butyl [8-bromo-2-(toluene-4-sulfonyl)-2,3,4,5-tetrahydro-1H-benzo[c]azepin-5-yl]-carbamate BrC=1C=CC2=C(CN(CCC2NC(OC(C)(C)C)=O)S(=O)(=O)C2=CC=C(C)C=C2)C1